OCC1=NN2C(N=CC=C2C(=O)OCC)=C1 ethyl 2-(hydroxymethyl)pyrazolo[1,5-a]pyrimidine-7-carboxylate